BrC1=CC=C(NCC#C)C=C1 4-bromo-N-(propargyl)aniline